(R)-2-(aminomethyl)morpholine-4-carboxylic acid tert-butyl ester C(C)(C)(C)OC(=O)N1C[C@H](OCC1)CN